methyl 6,7-dimethylthieno[3,2-b]pyridine-2-carboxylate CC=1C(=C2C(=NC1)C=C(S2)C(=O)OC)C